2-(oxazol-5-yl)-N-(3-(tetrahydro-2H-pyran-4-yl)phenyl)-1H-pyrrolo[3,2-c]pyridin-6-amine O1C=NC=C1C1=CC=2C=NC(=CC2N1)NC1=CC(=CC=C1)C1CCOCC1